N,N,N',N'-tetraglycidyl-2,5-bis(4-aminophenoxy)toluene methyl-(1S,2R)-1-amino-2-ethylcyclopentane-1-carboxylate COC(=O)[C@]1([C@@H](CCC1)CC)N.C(C1CO1)N(C1=CC=C(OC2=C(C)C=C(C=C2)OC2=CC=C(C=C2)N(CC2CO2)CC2CO2)C=C1)CC1CO1